(S)-4-(2-(4-fluoro-N-methylbenzamido)-3-phenylpropionamido)benzene-1-sulfonyl chloride FC1=CC=C(C(=O)N(C)[C@H](C(=O)NC2=CC=C(C=C2)S(=O)(=O)Cl)CC2=CC=CC=C2)C=C1